C(C)(=O)N[C@@H]1[C@H](CC(C([O-])=O)(O)O[C@H]1[C@H](O)[C@H](O)CO)O D-N-Acetylneuraminate